C(CCNC([C@H](O)C(C)(C)CO)=O)(=O)N pantothenamide